7-bromo-2-((6-methylpyridin-2-yl)ethynyl)-1,5-naphthyridine BrC1=CN=C2C=CC(=NC2=C1)C#CC1=NC(=CC=C1)C